(ethoxymethyl)-α,α-dimethyl-1H-imidazo[4,5-c]quinoline-1-ethanol C(C)OCC=1N(C2=C(C=NC=3C=CC=CC23)N1)CC(O)(C)C